2-[1-[4-(6-cyclopentyl-2-pyridyl)-2,6-difluoro-phenyl]-4-piperidyl]acetic acid C1(CCCC1)C1=CC=CC(=N1)C1=CC(=C(C(=C1)F)N1CCC(CC1)CC(=O)O)F